N-ethyl-5-fluoro-2-methoxy-N-(prop-2-yl)benzamide C(C)N(C(C1=C(C=CC(=C1)F)OC)=O)C(C)C